(S)-6-(2-(Methoxymethyl)pyrrolidin-1-yl)quinoline-4-carboxylic acid tert-Butyl-(S)-6-(2-(methoxymethyl)pyrrolidin-1-yl)quinoline-4-carboxylate C(C)(C)(C)OC(=O)C1=CC=NC2=CC=C(C=C12)N1[C@@H](CCC1)COC.COC[C@H]1N(CCC1)C=1C=C2C(=CC=NC2=CC1)C(=O)O